tert-butyl 2-amino-3-(6-bromobenzo[d]thiazol-2-yl)-4,7-dihydrothieno[2,3-c]pyridine-6(5H)-carboxylate NC1=C(C2=C(CN(CC2)C(=O)OC(C)(C)C)S1)C=1SC2=C(N1)C=CC(=C2)Br